N-ethyl-N-phenyl-2-((tetrahydro-2H-pyran-2-yl)thio)acetamide C(C)N(C(CSC1OCCCC1)=O)C1=CC=CC=C1